N-((R)-2-(Difluoromethoxy)-1-(3-(trifluoromethoxy)phenyl)ethyl)-3-hydroxy-4,4-dimethyl-pentanamide FC(OC[C@@H](C1=CC(=CC=C1)OC(F)(F)F)NC(CC(C(C)(C)C)O)=O)F